FC1(CCN(CCC1)C1=NC2=CC(=CC=C2C=C1C(=O)NC=1N=C(SC1)C(=O)O)F)F 4-(2-(4,4-difluoroazepan-1-yl)-7-fluoroquinoline-3-carboxamido)thiazole-2-carboxylic acid